5-(allyloxy)-1-methyl-4-bromo-1H-pyrazole C(C=C)OC1=C(C=NN1C)Br